(S)-2-((tert-butoxycarbonyl)amino)-2-(4-hydroxyphenyl)acetic acid C(C)(C)(C)OC(=O)N[C@H](C(=O)O)C1=CC=C(C=C1)O